tert-butyl 3-[3-[3,5-dimethoxy-4-(2,2,2-trifluoroethylcarbamoyl)phenyl]imidazo[1,2-a]pyridin-7-yl]piperidine-1-carboxylate COC=1C=C(C=C(C1C(NCC(F)(F)F)=O)OC)C1=CN=C2N1C=CC(=C2)C2CN(CCC2)C(=O)OC(C)(C)C